BrC=1C=C(C=CC1)[C@@H](C)NC1=NC(=NC2=CC(=C(C=C12)OC)OCCCCCCCCCNC1=C2C(N(C(=NC2=CC=C1)C)C1C(NC(CC1)=O)=O)=O)C 3-(5-((9-((4-(((R)-1-(3-bromophenyl)ethyl)amino)-6-methoxy-2-methyl-quinazolin-7-yl)oxy)nonyl)amino)-2-methyl-4-oxoquinazolin-3(4H)-yl)piperidine-2,6-dione